1-(2,3-Dihydrobenzo[1,4]dioxin-2-ylmethyl)-3-methoxymethyl-3-methylpiperidine O1C(COC2=C1C=CC=C2)CN2CC(CCC2)(C)COC